oxo-1',2',4,6-tetrahydro-1H-spiro[cyclopenta[b]pyrrole-5,3'-pyrrolo[2,3-b]pyridine]-2-carboxylic acid O=C1C2(C=3C(=NC=CC3)N1)CC1=C(NC(=C1)C(=O)O)C2